C(CCCCCCC)OC(CCC(=O)OCCCCCCN(CCO)CCCCCOC(=O)OCCCCCCCCCC)OCCCCCCCC 6-((5-(((decyloxy)carbonyl)oxy)pentyl)(2-hydroxyethyl)amino)hexyl 4,4-bis(octyloxy)butanoate